FC1=CC(=C(C=C1)N1CN(C(C2=CC=C(C=C12)OC(F)(F)F)=O)C=1C(=NC(=CC1)OC)C)C 1-(4-fluoro-2-methylphenyl)-3-(6-methoxy-2-methylpyridin-3-yl)-7-(trifluoromethoxy)-2,3-dihydroquinazolin-4(1H)-one